C(#N)C=1C=CC(=NC1)N1CCN(CC1)CC1=C(C(=C(C=C1F)F)OC)F 5-cyano-2-(4-(2,4,6-trifluoro-3-methoxybenzyl)piperazin-1-yl)pyridin